Dihydroxyanthraquinone methyl-(2E)-3-[3-(1,3-dioxolan-2-yl)-4-[(4-methoxyphenyl)methoxy]phenyl]prop-2-enoate COC(\C=C\C1=CC(=C(C=C1)OCC1=CC=C(C=C1)OC)C1OCCO1)=O.OC1=C(C=2C(C3=CC=CC=C3C(C2C=C1)=O)=O)O